NC1=NC=2C(=CC(=CC2C=2N1N=C(N2)[C@@H]2CC[C@@H](N(C2)C(=O)C2=CN=NC(=C2)C(C)(C)O)C)F)F ((2S,5R)-5-(5-amino-7,9-difluoro-[1,2,4]triazolo[1,5-c]quinazolin-2-yl)-2-methylpiperidin-1-yl)(6-(2-hydroxypropan-2-yl)pyridazin-4-yl)methanone